2-amino-3-(4-bromothiazol-2-yl)propanoic acid NC(C(=O)O)CC=1SC=C(N1)Br